1-(1-(4-(4-Fluorophenyl)butyl)piperidin-4-yl)-3-(4-phenylbutyl)-1H-benzo[d]imidazol-2(3H)-one FC1=CC=C(C=C1)CCCCN1CCC(CC1)N1C(N(C2=C1C=CC=C2)CCCCC2=CC=CC=C2)=O